N1(C=NC=C1)C=1N=C(C2=C(N1)C=CN2)C(=O)NC=2C=NN(C2)C 2-(1H-Imidazol-1-yl)-N-(1-methyl-1H-pyrazol-4-yl)-5H-pyrrolo[3,2-d]pyrimidine-4-carboxamide